C(C)N(C(=O)[C@H]1N(CC(CC1)C1=CC=C(C=C1)C(F)(F)F)C1=CC=C(C(=O)O)C=C1)CC 4-((2S)-2-(Diethylcarbamoyl)-5-(4-(trifluoromethyl)phenyl)piperidin-1-yl)benzoic acid